N-propyl-N-butylpyrrolidinium bromide [Br-].C(CC)[N+]1(CCCC1)CCCC